FC=1C=C(C=CC1)C(N1C(N(CC1)CC=1C(=C2CN(C(C2=CC1)=O)C1C(NC(CC1)=O)=O)F)=O)C1=CC(=CC=C1)F 3-(5-((3-(bis(3-fluorophenyl)methyl)-2-oxoimidazolidin-1-yl)methyl)-4-fluoro-1-oxoisoindolin-2-yl)piperidine-2,6-dione